C1C[C@H](NC1)C(=O)N2CCC[C@H]2C(=O)N3CCC[C@H]3C(=O)O The molecule is a tripeptide composed of three L-proline units joined by peptide linkages. It has a role as a metabolite. It derives from a L-proline.